1-propenyl-tin tri(ethoxide) [O-]CC.[O-]CC.[O-]CC.C(=CC)[Sn+3]